O=C1N([C@@H]2CC[C@H](N1C2)C(NC2CCNCC2)=O)OS(=O)(=O)[O-] (1R,2S,5R)-7-oxo-2-(piperidin-4-ylcarbamoyl)-1,6-diazabicyclo[3.2.1]oct-6-ylsulfate